C1(CC1)N1N=CC(=C1)C1=CC(=NC=C1)NC[C@@H]1CC[C@H](CC1)C1=NC(=C(C=C1)OC)C 4-(1-Cyclopropyl-1H-pyrazol-4-yl)-N-((trans-4-(5-methoxy-6-methylpyridin-2-yl)cyclohexyl)methyl)pyridin-2-amine